CC1(OB(OC1(C)C)C1=CC=C2CC(NC2=C1)=O)C 6-(4,4,5,5-tetramethyl-1,3,2-dioxaborolan-2-yl)indolin-2-one